N1(CCCCC1)CCOC1=CC=C(C(=O)NC2=C(C=CC=C2)C2=C(C=NN2)C(F)(F)F)C=C1 4-(2-(piperidin-1-yl)ethoxy)-N-(2-(4-(trifluoromethyl)-1H-pyrazol-5-yl)phenyl)benzamide